monoguanidine sulfate S(=O)(=O)(O)O.NC(=N)N